4-[5-(2-aminoethyl)pyrimidin-2-yl]-3-[[4-[(4-fluoropiperidin-1-yl)methyl]-2-methylimidazol-1-yl]methyl]benzonitrile NCCC=1C=NC(=NC1)C1=C(C=C(C#N)C=C1)CN1C(=NC(=C1)CN1CCC(CC1)F)C